P(O)(=O)(OP(=O)(O)OP(=O)(O)O)OC[C@@H]1[C@H]([C@H]([C@@H](O1)C1=CN(C(=O)NC1=O)CC1=CC(=C(C=C1)OC)OC)O)O 1-(3,4-dimethoxybenzyl)pseudouridine triphosphate